F[Sb-](F)(F)(F)(F)F.C(C1=CC=CC=C1)[SH+]CC1=CC=C(C=C1)O Benzyl-(4-hydroxyphenyl)methylsulfonium Hexafluoroantimonate